ClC=1C=2C(=CNC2C2=C(C1)CN(S(N2)(=O)=O)CC2=CC(NC=C2)=O)Cl 4-((6,7-dichloro-2,2-dioxido-4,9-dihydro-[1,2,6]thiadiazino[4,3-g]indol-3(1H)-yl)methyl)pyridin-2(1H)-one